N-[4-[2-(2-chlorophenyl)-6-oxo-1H-pyridin-4-yl]-2-pyridinyl]pyrrolidine-1-carboxamide ClC1=C(C=CC=C1)C=1NC(C=C(C1)C1=CC(=NC=C1)NC(=O)N1CCCC1)=O